FC1=CC=C(C=C1)C1=C(C=2N(C(=N1)N)N=C(N2)C[C@H]2N(CCC2)C)C=2C=CC=1N(C2)C(=CN1)C (S)-7-(4-fluorophenyl)-8-(3-methylimidazo[1,2-a]pyridin-6-yl)-2-((1-methylpyrrolidin-2-yl)methyl)-[1,2,4]triazolo[1,5-c]pyrimidin-5-amine